4-(1-(2-Chloro-4-(1-methylpiperidin-4-yl)phenyl)-1H-imidazol-4-yl)-N-(1-(methylsulfonyl)piperidin-4-yl)-5-(trifluoromethyl)pyrimidin-2-amine ClC1=C(C=CC(=C1)C1CCN(CC1)C)N1C=NC(=C1)C1=NC(=NC=C1C(F)(F)F)NC1CCN(CC1)S(=O)(=O)C